CN1CCC(CC1)OC=1C=CC(=NC1)N 5-((1-Methyl-hexahydropyridin-4-yl)oxy)pyridin-2-amine